(S)-N-((3-(3-fluoro-4-(2-oxa-6-azaspiro[3.3]hept-6-yl)phenyl)-2-oxo-oxazolidin-5-yl)methyl)cyclobutanecarboxamide FC=1C=C(C=CC1N1CC2(COC2)C1)N1C(O[C@H](C1)CNC(=O)C1CCC1)=O